6-chloropyrazine-2-carboxylic acid ClC1=CN=CC(=N1)C(=O)O